1-(3,3-Difluoroazetidin-1-yl)-2-[6-(3,4,5-trifluorophenyl)pyrazolo[4,3-b]pyridin-1-yl]ethanone FC1(CN(C1)C(CN1N=CC2=NC=C(C=C21)C2=CC(=C(C(=C2)F)F)F)=O)F